CN(C)C=NC(=O)C=1N=NC=CC1C N-((dimethylamino)methylene)-4-methylpyridazine-3-carboxamide